C(C1=CC=CC=C1)NCC(CCCCO[Si](C)(C)C(C)(C)C)O 1-(benzylamino)-6-((tert-butyldimethylsilyl)oxy)hexan-2-ol